4-aminoundecylenic acid NC(CCC(=O)O)CCCCCC=C